4'-chloro-10'-(4-(hydroxymethyl)piperidin-1-yl)-5'H-spiro[cyclohexane-1,7'-indolo[1,2-a]quinazolin]-5'-one ClC=1C=2C(N=C3N(C2C=CC1)C1=CC(=CC=C1C31CCCCC1)N1CCC(CC1)CO)=O